N-[4-(2,4-dioxo-1,2,3,4-tetrahydronaphtho[1,2-b][1,4]diazepin-5-yl)phenyl]-4-isopropylbenzenesulfonamide O=C1CC(N(C2=C(N1)C1=CC=CC=C1C=C2)C2=CC=C(C=C2)NS(=O)(=O)C2=CC=C(C=C2)C(C)C)=O